C(C1=CC=CC=C1)OC1=CC(=NC=2C=CN=C(C12)C#N)C1=C(C=C(C(=C1)Cl)C(C(F)(F)F)(C)CO)C 4-benzyloxy-2-[5-chloro-2-methyl-4-[2,2,2-trifluoro-1-(hydroxymethyl)-1-methyl-ethyl]phenyl]-1,6-naphthyridine-5-carbonitrile